ClC1=CC2=C(C=N1)C(NN2)(CC(S(=O)(=O)O)S(=O)(=O)O)C=2C=NN(C2)C 6-chloro-3-(1-methyl-1H-pyrazol-4-yl)-1H-pyrazolo[4,3-c]pyridineethanedisulfonic acid